N4,N4-diphenylbenzene-1,4-diamine C1(=CC=CC=C1)N(C1=CC=C(C=C1)N)C1=CC=CC=C1